tert-Butyl (R)-3-benzyl-4-(3-iodo-1-methyl-1H-pyrazolo[3,4-d]pyrimidin-6-yl)piperazine-1-carboxylate C(C1=CC=CC=C1)[C@@H]1CN(CCN1C1=NC=C2C(=N1)N(N=C2I)C)C(=O)OC(C)(C)C